FC1=C2N=C(N=C3C2=C(CCC2COCCCN32)N=C1C1=CC(=CC3=CC=C(C(=C13)C#C[Si](C(C)C)(C(C)C)C(C)C)F)OCOC)SC 1-fluoro-2-(7-fluoro-3-(methoxymethoxy)-8-((triisopropylsilyl)ethynyl)naphthalen-1-yl)-12-(methylthio)-4,5,5a,6,9,10-hexahydro-8H-7-oxa-3,10a,11,13-tetraazanaphtho[1,8-ab]heptalene